COC(C[C@H](C)NC1=C2C(N(C(C2=CC=C1)=O)C1C(NC(CC1)=O)=O)=O)=O (3S)-3-((2-(2,6-dioxopiperidin-3-yl)-1,3-dioxoisoindolin-4-yl)amino)butanoic acid methyl ester